4-chloro-2-(diethoxymethyl)-5-(fluoromethoxy)-6-[(2E,4E)-5-[(1R,2R,3E,6R)-3-(hydroxyimino)-1,2,6-trimethylcyclohexyl]-3-methylpenta-2,4-dien-1-yl]-3-methylphenol ClC1=C(C(=C(C(=C1OCF)C\C=C(\C=C\[C@@]1([C@H](/C(/CC[C@H]1C)=N/O)C)C)/C)O)C(OCC)OCC)C